Benzyl [(3-hydroxycyclopentyl)amino]methanoate OC1CC(CC1)NC(=O)OCC1=CC=CC=C1